4-[2-[(8-oxo-6,7-dihydro-5H-indolizine-5-carbonyl)amino]thiazol-5-yl]benzoic acid methyl ester COC(C1=CC=C(C=C1)C1=CN=C(S1)NC(=O)C1N2C=CC=C2C(CC1)=O)=O